(R)-N-(2-amino-1-phenylethyl)-4-(1H-pyrrolo[2,3-b]pyridin-4-yl)-3,4-dihydro-2H-1,4-thiazine-6-carboxamide NC[C@@H](C1=CC=CC=C1)NC(=O)C1=CN(CCS1)C1=C2C(=NC=C1)NC=C2